Tetracosa-18,21-dienoic acid C(CCCCCCCCCCCCCCCCC=CCC=CCC)(=O)O